C(CCCCCC(C)C)C(C(=O)OCCCCCCCCCCCCCCCCCCCCCCCCCCCCCCCCCC)CCCCC(C)C cetylstearyl alcohol isononyl-isononanoate